FC(C(=O)[O-])(F)F.O=C1C(=CN=CN1)[NH3+] 6-oxo-1,6-dihydropyrimidin-5-aminium 2,2,2-trifluoroacetate